IC1=C(C=NN1C(C(=O)OCC)(C(=O)OCC)C)C diethyl 2-(5-iodo-4-methyl-1H-pyrazol-1-yl)-2-methylmalonate